4-(7-(((1R,2S)-2-(3,4-difluorophenyl)cyclopropyl)amino)-5-(propylthio)-3H-[1,2,3]triazolo[4,5-d]pyrimidin-3-yl)-2-(dimethoxymethyl)tetrahydrofuran-3-ol FC=1C=C(C=CC1F)[C@H]1[C@@H](C1)NC=1C2=C(N=C(N1)SCCC)N(N=N2)C2C(C(OC2)C(OC)OC)O